(2-isopropylphenyl)boric acid C(C)(C)C1=C(C=CC=C1)OB(O)O